(E)-5-vinyl-pyridazine-4-carboxylic acid methyl ester COC(=O)C1=CN=NC=C1C=C